6-(1-hydroxyethyl)pyridine-2-sulfonamide OC(C)C1=CC=CC(=N1)S(=O)(=O)N